ClC1=NC(=NC2=C1N(C=1C=C(C=C(C21)F)F)CC2=CC=C(CP(OC(C)(C)C)(OC(C)(C)C)=O)C=C2)CC di-tert-butyl (4-((4-chloro-2-ethyl-7,9-difluoro-5H-pyrimido[5,4-b]indol-5-yl)methyl)benzyl)phosphonate